BrC=1C=NN2C1C=CC(=C2)I 3-bromo-6-iodopyrazolo[1,5-a]pyridine